ClC1=C2C(=NC=C1)C(=NN2CCOC)C2=C(C(=O)O)C=CN=C2 (7-chloro-1-(2-methoxyethyl)-1H-pyrazolo[4,3-b]pyridin-3-yl)isonicotinic acid